Vinyldimethyl-chlorosilan C(=C)[Si](Cl)(C)C